cinnamyl-[1-(2,6-diisopropylphenyl)-4,5-dimethyl-3-benzyl-1H-imidazol-2-ylidene]chloropalladium(II) C(C=CC1=CC=CC=C1)[Pd-2](Cl)=C1N(C(=C(N1CC1=CC=CC=C1)C)C)C1=C(C=CC=C1C(C)C)C(C)C